Tert-butyl N-[[(2R)-4-prop-2-ynylmorpholin-2-yl]methyl]carbamate C(C#C)N1C[C@H](OCC1)CNC(OC(C)(C)C)=O